BrC=1C=C(C=NC1Cl)C(CC(=O)OCC)NC(CC(=O)OCC)=O ethyl 3-(5-bromo-6-chloropyridin-3-yl)-3-(3-ethoxy-3-oxopropanamido)propanoate